[Li+].C(C(=O)[O-])(=O)[O-].C(C(=O)[O-])(=O)[O-].[Li+].[Li+].[Li+] bisoxalate lithium